2-(2-methoxyethoxy)-N-(1-(4-(trifluoromethyl)benzyl)-1H-indol-5-yl)acetamide COCCOCC(=O)NC=1C=C2C=CN(C2=CC1)CC1=CC=C(C=C1)C(F)(F)F